homovanilloic acid C(CC1=CC(OC)=C(O)C=C1)(=O)O